N-(2-(1-(3-(2,4-dioxotetrahydropyrimidin-1(2H)-yl)benzyl)piperidin-4-yl)-6-methoxy-2H-indazol-7-yl)-3-(trifluoromethyl)benzamide O=C1N(CCC(N1)=O)C=1C=C(CN2CCC(CC2)N2N=C3C(=C(C=CC3=C2)OC)NC(C2=CC(=CC=C2)C(F)(F)F)=O)C=CC1